OCCCCCCOC1=CC=C(C=C1)C1=CC=C(S1)CC#N 2-(5-(4-((6-hydroxyhexyl)oxy)phenyl)thiophen-2-yl)acetonitrile